C1C(=C1F)F difluorocyclopropene